tert-butyl 3-(2-(3-bromophenyl)-2-methylpropanamido)-5-cyclopropyl-1H-pyrazole-1-carboxylate BrC=1C=C(C=CC1)C(C(=O)NC1=NN(C(=C1)C1CC1)C(=O)OC(C)(C)C)(C)C